C(C1=CC=CC=C1)N1N=C(N=C1)C(=O)N[C@@H]1C(N(C=2N(CC1)N=C(C2)C2CCC2)C)=O (S)-1-benzyl-N-(2-cyclobutyl-4-methyl-5-oxo-5,6,7,8-tetrahydro-4H-pyrazolo[1,5-a][1,3]diazepin-6-yl)-1H-1,2,4-triazole-3-carboxamide